(E)-N-caffeoyl-putrescine C(\C=C\C1=CC(O)=C(O)C=C1)(=O)NCCCCN